4-(4-amino-4-methylpiperidin-1-yl)-6-(1-methyl-1H-pyrazol-4-yl)pyrazolo[1,5-a]pyridine-3-carbonitrile hydrochloride Cl.NC1(CCN(CC1)C=1C=2N(C=C(C1)C=1C=NN(C1)C)N=CC2C#N)C